(3H-benzo[e]indol-2-yl)-phenyl-methanone C1=C(NC=2C=CC3=C(C12)C=CC=C3)C(=O)C3=CC=CC=C3